C1(CCCCC1)NC1=NC(=NC=C1C(=O)N)NC1=CC2=C(OC[C@H](CN2)O)C=C1 4-(cyclohexylamino)-2-(((S)-2,3,4,5-tetrahydro-3-hydroxybenzo[b][1,4]oxazepin-7-yl)amino)pyrimidine-5-carboxamide